2-(8-amino-1,3-dihydronaphtho[2,3-b][1,4]dioxin-7-yl)propan-2-ol benzyl-(S)-2-methyl-3-hydroxy-propionate C(C1=CC=CC=C1)[C@](C(=O)OC(C)(C)C1=CC2=CC3=C(OCCO3)C=C2C=C1N)(CO)C